3-bromobicyclo[4.2.0]oct-1(6),2,4-triene BrC1=CC=2CCC2C=C1